2-(2-((2-methylbenzyl)amino)ethyl)-7-(1H-pyrazol-3-yl)-2H-pyrazolo[3,4-c]Quinolin-4-amine CC1=C(CNCCN2N=C3C(=NC=4C=C(C=CC4C3=C2)C2=NNC=C2)N)C=CC=C1